ClC1=C(C(=O)NC2=C3C=NN(C3=CC=C2)C2=CC(=C(C=C2)C)C(F)(F)F)C=C(C=C1)CNC(CC(C)(C)C)=O 2-Chloro-5-{[(3,3-dimethylbutanoyl)amino]methyl}-N-{1-[4-methyl-3-(trifluoromethyl)phenyl]-1H-indazol-4-yl}benzamide